FC1=C(C=CC(=C1F)OC)C1=CN=C2N1C=CN=C2NC2=CC(=C(C(=O)NC1CCNCC1)C=C2)C 4-((3-(2,3-difluoro-4-methoxyphenyl)imidazo[1,2-a]pyrazin-8-yl)amino)-2-methyl-N-(piperidin-4-yl)benzamide